N-[2-bromo-5-(pentafluoroethyl)furan-3-yl]-2-(ethylsulfonyl)-4-(trifluoromethyl)benzamide BrC=1OC(=CC1NC(C1=C(C=C(C=C1)C(F)(F)F)S(=O)(=O)CC)=O)C(C(F)(F)F)(F)F